C1=C(C=CC2=CC3=CC(=CC=C3C=C12)C#N)C#N 2,6-anthracenedinitrile